C(C)C(C(=O)N)=C.[Na] sodium ethyl-acrylamide